[Cl-].C1(=CC=CC=C1)N1N=C2N(C1)CCC2 6,7-dihydro-2-phenyl-5H-pyrrolo[2,1-C]-1,2,4-triazol chloride